NC=1C(NC2=C3C(=C(C=C2C1C1=CC(=CC=C1)OC)C)C=CC=C3)=O 3-amino-4-(3-methoxyphenyl)-6-methyl-1H-benzo[h]quinolin-2-one